5-(2-methoxy-6-methyl-4-(trifluoromethyl)phenyl)-2H-[1,2,3]triazolo[4,5-b]pyrazine Tert-butyl-(E)-3-(3-(dimethylamino)acryloyl)azetidine-1-carboxylate C(C)(C)(C)OC(=O)N1CC(C1)C(\C=C\N(C)C)=O.COC1=C(C(=CC(=C1)C(F)(F)F)C)C1=NC=2C(N=C1)=NNN2